Ethyl 2-[(3,3-dimethyl-1-oxo-1,3-dihydro-2-benzofuran-5-yl)amino]-4-({[2-(2-hydroxypropan-2-yl)phenyl] methyl} amino)pyrimidine-5-carboxylate CC1(OC(C2=C1C=C(C=C2)NC2=NC=C(C(=N2)NCC2=C(C=CC=C2)C(C)(C)O)C(=O)OCC)=O)C